C(CCCCC)OC(C)(OCCCCCC)C1=CC=[N+](C=C1)CCCS(=O)(=O)[O-] 3-(4-(1,1-bis(hexyloxy)ethyl)pyridinium-1-yl)propane-1-sulfonate